N-((1s,3s)-3-((4-methoxy-5-(quinoxalin-6-yl)-7H-pyrrolo[2,3-d]pyrimidin-2-yl)amino)-1-methylcyclobutyl)acetamide COC=1C2=C(N=C(N1)NC1CC(C1)(C)NC(C)=O)NC=C2C=2C=C1N=CC=NC1=CC2